tert-butyl 2-(((6-chloropyridazin-3-yl)oxy)methyl)-6-azaspiro[3.4]octane-6-carboxylate ClC1=CC=C(N=N1)OCC1CC2(C1)CN(CC2)C(=O)OC(C)(C)C